2-TERT-BUTOXYETHYL ISOCYANIDE C(C)(C)(C)OCC[N+]#[C-]